2-chloro-4-(2,4-difluorophenyl)-6,7-dimethylpteridine ClC1=NC2=NC(=C(N=C2C(=N1)C1=C(C=C(C=C1)F)F)C)C